ClC1=C(C(=O)N[C@@H](CCOC2CC(C2)CCC2=NC=3NCCCC3C=C2)C(=O)O)C(=CC=C1C#N)Cl N-(2,6-dichloro-3-cyanobenzoyl)-O-(3-(2-(5,6,7,8-tetrahydro-1,8-naphthyridin-2-yl)ethyl)cyclobutyl)-homoserine